The molecule is a member of the class of 1-benzothiophenes that is 3-chloro-1-benzothiophene-2-carboxamide in which the amide nitrogen is substituted by trans-4-(methylamino)cyclohexyl and 3-(pyridin-4-yl)benzyl groups. A smoothened (Smo) receptor agonist that antagonizes cyclopamine action at the Smo receptor. Activates the Hedgehog signaling pathway in a Patched independent manner. It has a role as a SMO receptor agonist. It is a member of 1-benzothiophenes, an organochlorine compound, a biaryl, a phenylpyridine, a tertiary carboxamide and a secondary amino compound. CNC1CCC(CC1)N(CC2=CC(=CC=C2)C3=CC=NC=C3)C(=O)C4=C(C5=CC=CC=C5S4)Cl